BrC1=CC(=C(C=C1)N1CCN(CC1)C(=O)OC(C)(C)C)S(=O)(=O)F tert-butyl 4-(4-bromo-2-fluorosulfonyl-phenyl)piperazine-1-carboxylate